rac-methyl (4bR,6R,7S,7aR)-7a-(4-chlorophenyl)-4b-hydroxy-4-methoxy-5-oxo-7-phenyl-4b,6,7,7a-tetrahydro-5H-cyclopenta[4,5]furo[2,3-c]pyridine-6-carboxylate ClC1=CC=C(C=C1)[C@]12[C@](C3=C(C=NC=C3OC)O1)(C([C@@H]([C@H]2C2=CC=CC=C2)C(=O)OC)=O)O |r|